7-Chloro-1-((1-methyl-4-nitro-1H-imidazol-5-yl)thio)-4-propylthieno[2,3-e][1,2,4]triazolo[4,3-a]pyrimidin-5(4H)-one ClC1=CC2=C(C(N(C=3N2C(=NN3)SC3=C(N=CN3C)[N+](=O)[O-])CCC)=O)S1